C(C)(C)C tert-Butan